(dimethylsulfamoyl)-4-(6-methoxyhexylamino)benzoic acid CN(S(=O)(=O)C1=C(C(=O)O)C=CC(=C1)NCCCCCCOC)C